C1(=CC=CC=C1)C(CSCC(=O)NC(C(=O)O)CCC)C1=CC=CC=C1 [[2-(2,2-diphenylethylsulfanyl)acetyl]amino]pentanoic acid